6,7-dichloro-5-(2,6-difluorophenyl)-3-methyl-1,3-dihydro-1,4-benzodiazepin-2-one ClC1=C(C=CC2=C1C(=NC(C(N2)=O)C)C2=C(C=CC=C2F)F)Cl